2,4-dichloro-3-((5-methyl-2-oxo-1,3,4-oxadiazol-3(2H)-yl)methyl)benzoyl chloride ClC1=C(C(=O)Cl)C=CC(=C1CN1C(OC(=N1)C)=O)Cl